O[C@H]1[C@@H]([C@H](C[C@H]2[C@@H]1NC(O2)=O)CO)O (3AR,4R,5R,6R,7aS)-4,5-dihydroxy-6-(hydroxymethyl)hexahydro-1,3-benzoxazol-2(3H)-one